ClC=1C(=NC(=NC1)NC1CCOCC1)C1=CC=C2CN(C(C2=C1F)=O)CCC(=O)[O-] 6-(5-chloro-2-((tetrahydro-2H-pyran-4-yl)amino)pyrimidin-4-yl)-7-fluoro-1-oxoisoindolin-2-propanoate